6-ethoxy-2-[2-fluoro-6-methyl-4-(2,2,2-trifluoroethyl)phenyl]-2,5-dihydro-4H-pyrazolo[3,4-d]pyrimidin-4-one C(C)OC=1NC(C=2C(N1)=NN(C2)C2=C(C=C(C=C2C)CC(F)(F)F)F)=O